C(CCCCC\C=C/CCCCCCCC)(=O)O Z-7-hexadecenoic acid